3-oxo-3',7'-di(pyrrolidine-1-yl)-3H-dispiro[isobenzofuran-1,10'-dibenzo[b,e]siline-5',1''-silinane]-6-carboxylic acid O=C1OC2(C3=C(C=C(C=C3)N3CCCC3)[Si]3(CCCCC3)C3=C2C=CC(=C3)N3CCCC3)C3=CC(=CC=C13)C(=O)O